2-({6-[(4,4-dimethylpiperidin-1-yl)methyl]imidazo[1,2-a]pyridin-2-yl}methyl)-5-(quinolin-5-yl)-1,2-dihydro-2,7-naphthyridin-1-one CC1(CCN(CC1)CC=1C=CC=2N(C1)C=C(N2)CN2C(C1=CN=CC(=C1C=C2)C2=C1C=CC=NC1=CC=C2)=O)C